(S)-benzyl decane-8-carboxylate CCCCCCC[C@H](CC)C(=O)OCC1=CC=CC=C1